O1CCC(CC1)N1C=C(C=CC1)C(=O)N 1-(tetrahydro-2H-pyran-4-yl)-1,6-dihydropyridine-3-carboxamide